O=C1NC(CCC1N1C(C2=CC=CC(=C2C1=O)NCCOCCOC=1C=C(C=CC1)CC(=O)O)=O)=O 2-(3-(2-(2-(2-(2,6-dioxopiperidin-3-yl)-1,3-dioxoisoindolin-4-ylamino)ethoxy)ethoxy)phenyl)acetic acid